Ethyl (2Z)-2-methyl-3-(3-pyridinyl)-2-butenoate C/C(/C(=O)OCC)=C(\C)/C=1C=NC=CC1